6-(4-methylpiperazin-1-yl)-N-(4-(2-methylpyridin-4-yl)benzyl)-2,7-naphthyridin-1-amine CN1CCN(CC1)C=1C=C2C=CN=C(C2=CN1)NCC1=CC=C(C=C1)C1=CC(=NC=C1)C